C(C1=CC=CC=C1)NCCCN N1-benzylpropane-1,3-diamine